[6-(3-methylbenzenesulfonyl)-1,2,3,4-tetrahydronaphthalen-1-yl]methylamine CC=1C=C(C=CC1)S(=O)(=O)C=1C=C2CCCC(C2=CC1)CN